5-(trifluoromethyl)-thiazolo[5,4-c]pyridin-2-amine FC(N1C=C2C(C=C1)=NC(S2)N)(F)F